C[C@@H]1C[C@@H](CN(C1)C(CC=1C=NN(C1)C)=O)C1=NC2=C(C=CC=C2C=C1)C#N cis-5-methyl-1-[2-(1-methyl-1H-pyrazol-4-yl)-acetyl]-piperidin-3-yl-quinoline-8-carbonitrile